C(CCCCCCCCC)[SiH](C1=CC=C(C=C1)OC(F)F)C decyl-methyl-(4-difluoromethoxyphenyl)silane